3,4,5-Trimethoxyamphetamine hydrochloride Cl.COC=1C=C(CC(N)C)C=C(C1OC)OC